(2R)-N-((S or R)-(3-chloro-2,4-difluoro-phenyl)(3,3-difluoro-cyclobutyl)methyl)-2-methyl-3-oxopiperazine-1-carboxamide ClC=1C(=C(C=CC1F)[C@@H](NC(=O)N1[C@@H](C(NCC1)=O)C)C1CC(C1)(F)F)F |o1:8|